2-(((7-((4-chlorophenyl)amino)-[1,2,4]triazolo[1,5-a]pyrimidin-5-yl)methyl)thio)-4-(2,4-dichlorophenyl)-6-oxo-1,6-dihydropyrimidine-5-carbonitrile ClC1=CC=C(C=C1)NC1=CC(=NC=2N1N=CN2)CSC=2NC(C(=C(N2)C2=C(C=C(C=C2)Cl)Cl)C#N)=O